hexadecyl-trimethyl-p-toluenesulfonic acid C(CCCCCCCCCCCCCCC)C1=C(C(C)(C)C)C=CC(=C1)S(=O)(=O)O